C(C1=CC=CC=C1)ON1C(C=CC=C1C(=O)O)=O 1-benzyloxy-6-carboxy-2(1H)pyridinone